N[C@@H](C(=O)OC)CC1=C(C(=C(C=C1Cl)OC)O)Cl methyl (2R)-2-amino-3-(2,6-dichloro-3-hydroxy-4-methoxyphenyl)propionate